CC1=CN=CC(=N1)N1CC2CN(CC2C1)C(=O)C1=C(C=CC(=C1)C)N1N=CC=N1 2-(6-Methylpyrazin-2-yl)-5-{[5-methyl-2-(2H-1,2,3-triazol-2-yl)phenyl]carbonyl}octahydropyrrolo[3,4-c]pyrrole